CCCCCCCCCCCCCCCCCCCC eicosane